FC1=NC=CC(=C1)C=O (2-fluoropyridin-4-yl)methanone